ethyl 3-(2-chloro-4-fluoro-5-(3-methyl-2,6-dioxo-4-trifluoromethyl-3,6-dihydropyrimidin-1(2H)-yl) phenyl)-5-methyl-4,5-dihydro-isoxazole-5-carboxylate ClC1=C(C=C(C(=C1)F)N1C(N(C(=CC1=O)C(F)(F)F)C)=O)C1=NOC(C1)(C(=O)OCC)C